ClC=1C=C(C(=NC1)OC)S(=O)(=O)NC1=CC(=C(C=C1)F)C1=CC2=C(N=C(N=C2)N[C@@H]2CC[C@H](CC2)N(C)C)N(C1=O)C trans-5-Chloro-N-(3-(2-((4-(dimethylamino)cyclohexyl)amino)-8-methyl-7-oxo-7,8-dihydropyrido[2,3-d]pyrimidin-6-yl)-4-fluorophenyl)-2-methoxypyridine-3-sulfonamide